C1(=CC=CC=C1)C1=NC(=CC(=N1)C=1C=C(C=CC1)C1=C(C(=NC(=C1)N1C2=CC=C(C=C2C=2C=C(C=CC12)C)C)N1C2=CC=C(C=C2C=2C=C(C=CC12)C)C)N1C2=CC=C(C=C2C=2C=C(C=CC12)C)C)C1=CC=CC=C1 9,9',9''-(4-(3-(2,6-diphenylpyrimidin-4-yl)phenyl)pyridine-2,3,6-triyl)tris(3,6-dimethyl-9H-carbazole)